tert-butyl N-[[1-[1-(2,6-dibenzyloxy-3-pyridyl)-3-methyl-2-oxo-benzimidazol-5-yl]-4-piperidyl]methyl]carbamate C(C1=CC=CC=C1)OC1=NC(=CC=C1N1C(N(C2=C1C=CC(=C2)N2CCC(CC2)CNC(OC(C)(C)C)=O)C)=O)OCC2=CC=CC=C2